C(CC(C)C)C1=NC=NO1 5-isopentyl-1,2,4-oxadiazol